Benzyl trans-4-((tert-butoxycarbonyl)amino)-3-((2-(2,6-dioxo-1-((2-(trimethylsilyl)ethoxy)methyl)piperidin-3-yl)-1-oxoisoindolin-5-yl)oxy)piperidine-1-carboxylate C(C)(C)(C)OC(=O)N[C@H]1[C@@H](CN(CC1)C(=O)OCC1=CC=CC=C1)OC=1C=C2CN(C(C2=CC1)=O)C1C(N(C(CC1)=O)COCC[Si](C)(C)C)=O